2-(4-bromophenyl)-6-(((tert-butyldimethylsilyl)oxy)methyl)cyclohexane-1-carboxylate BrC1=CC=C(C=C1)C1C(C(CCC1)CO[Si](C)(C)C(C)(C)C)C(=O)[O-]